C[N+]1=CN([C@H]2[C@H](O)[C@H](O)[C@@H](CO)O2)C=2N=C(NC(C12)=O)N anti-N7-methylguanosine